Bipyridin-2-ol N1C(C=CC=C1)(C1=NC=CC=C1)O